C(#N)C1=CC=C(C=C1)C1=CC=C(C=C1)OCCCCCCCCC 4-cyano-4'-nonyloxybiphenyl